N-(6-(2H-1,2,3-triazol-2-yl)-5-(trifluoromethyl)pyridin-3-yl)-2'-amino-2-chloro-5-fluoro-[1,1'-biphenyl]-4-carboxamide N=1N(N=CC1)C1=C(C=C(C=N1)NC(=O)C1=CC(=C(C=C1F)C1=C(C=CC=C1)N)Cl)C(F)(F)F